9-chlorophenanthro[3,4-d]thiazole ClC=1C=CC=2C3=C(C=CC2C1)C=CC=1N=CSC13